5-[2-(3,5-bis-trifluoromethyl-phenyl)-ethylamino]-2-hydroxy-benzoic acid FC(C=1C=C(C=C(C1)C(F)(F)F)CCNC=1C=CC(=C(C(=O)O)C1)O)(F)F